C1(CC1)C1=C(C=CC(=C1)F)N(C(CN1CCCCC1)=O)C1=CC=C(C2=NON=C21)[N+](=O)[O-] N-(2-cyclopropyl-4-fluorophenyl)-N-(7-nitrobenzo[c][1,2,5]oxadiazol-4-yl)-2-(piperidin-1-yl)acetamide